C1(CCCCCCCCCCC1)C(CO)C 2-(cyclododecyl)propan-1-ol